8-(2-isopropylphenyl)-1,4-dioxaspiro[4.5]decane-8-carboxylic acid C(C)(C)C1=C(C=CC=C1)C1(CCC2(OCCO2)CC1)C(=O)O